N-[[2-(3-fluoro-2-pyridyl)-3-methyl-1H-indol-5-yl]methyl]-4-methyl-pyrimidine-5-carboxamide FC=1C(=NC=CC1)C=1NC2=CC=C(C=C2C1C)CNC(=O)C=1C(=NC=NC1)C